C(C)OC(C1=CC(=C(C=C1)Br)NC1CCC(CC1)NC(=O)OC(C)(C)C)=O 4-bromo-3-({(1r,4r)-4-[(tert-butoxycarbonyl)amino]cyclohexyl}amino)benzoic acid ethyl ester